(Z)-4-((2-azaspiro[3.3]heptan-5-yl)amino)-N'-(2-ethyl-4-hydroxyphenyl)-6-(6-methoxy-4-methylpyridin-3-yl)pyrrolo[1,2-b]pyridazine-3-carboximidamide C1NCC12C(CC2)NC=2C=1N(N=CC2/C(/N)=N/C2=C(C=C(C=C2)O)CC)C=C(C1)C=1C=NC(=CC1C)OC